2,3-dihydroxyl-n-propylamine OC(CN)CO